BrC1=NC(=CC(=C1OCOC)OCC(=O)OC)I methyl 2-((2-bromo-6-iodo-3-(methoxymethoxy)pyridin-4-yl)oxy)acetate